C1(CCC1)C=1C(=NN(C1NC(C[C@H]1C(C(C1)(F)F)(F)F)=O)C)CC1CCCCC1 (R)-N-(4-cyclobutyl-3-(cyclohexylmethyl)-1-methyl-1H-pyrazol-5-yl)-2-(2,2,3,3-tetra-fluorocyclobutyl)acetamide